CC1=NC(=CC(=C1)C=1NC2=CC(=CC=C2C1C)C1CCN(CC1)C(=O)OC(C)(C)C)C tert-butyl 4-[2-(2,6-dimethyl-4-pyridyl)-3-methyl-1H-indol-6-yl]piperidine-1-carboxylate